BrC1=NC=CC(=C1)/C=C/C(=O)O (2E)-3-(2-bromopyridin-4-yl)prop-2-enoic acid